FC(C=1C=C(C=CC1)NC1CCC2=CC=C(C=C12)NC(C=C)=O)(F)F N-(3-((3-(trifluoromethyl)phenyl)amino)-2,3-dihydro-1H-inden-5-yl)-acrylamide